(3S,4S)-4-(4-(4-(4-(5-((S)-1-Amino-1-(4-fluorophenyl)ethyl)pyrimidin-2-yl)piperazin-1-yl)pyrrolo[2,1-f][1,2,4]triazin-6-yl)-1H-pyrazol-1-yl)tetrahydrofuran-3-ol N[C@@](C)(C1=CC=C(C=C1)F)C=1C=NC(=NC1)N1CCN(CC1)C1=NC=NN2C1=CC(=C2)C=2C=NN(C2)[C@@H]2[C@@H](COC2)O